ClC1=CC=C(C=C1)C1=CC(=NC(=N1)C=1C=NN(C1)C)C(=O)N[C@@H](C)C1=CC=2N(C=C1)N=CN2 (S)-6-(4-chlorophenyl)-N-(1-([1,2,4]triazolo[1,5-a]pyridine-7-yl)ethyl)-2-(1-methyl-1H-pyrazol-4-yl)pyrimidine-4-carboxamide